N-[3-chloro-4-[4-(piperidine-4-carbonyl)piperazine-1-carbonyl]phenyl]-1-methyl-5-[1-pyrazin-2-yl-3-(trifluoromethyl)pyrazol-4-yl]imidazole-2-carboxamide ClC=1C=C(C=CC1C(=O)N1CCN(CC1)C(=O)C1CCNCC1)NC(=O)C=1N(C(=CN1)C=1C(=NN(C1)C1=NC=CN=C1)C(F)(F)F)C